(2R,3R,4S,5S)-4-formylcubane-1-carboxylic acid methyl ester COC(=O)C12C3C4C5(C3C1C5C24)C=O